COC1=C(C=CC=C1)CN1N=C(N=C1)C(=O)O 1-[(2-methoxyphenyl)methyl]-1,2,4-triazole-3-carboxylic acid